(R)-1-(thiophen-2-yl)ethan-1-amine S1C(=CC=C1)[C@@H](C)N